5-((1-(tert-butoxycarbonyl)azetidin-3-yl)(methyl)amino)-2-chlorobenzoic acid C(C)(C)(C)OC(=O)N1CC(C1)N(C=1C=CC(=C(C(=O)O)C1)Cl)C